NC1=C(C(N(C2=CC=C(C=C12)OC)C)=O)C 4-amino-6-methoxy-1,3-dimethylquinolin-2(1H)-one